C(CCCCCCC\C=C/CCCCCCCC)OCCN(CCCO)CCCCCCCC\C=C/C\C=C/CCCCC 3-((2-(((Z)-octadeca-9-en-1-yl)oxy)ethyl)((9Z,12Z)-octadeca-9,12-dien-1-yl)amino)propane-1-ol